2-(4-(azetidin-3-ylethynyl)-1H-pyrazol-1-yl)-N-(2-ethynyl-4-(trifluoromethyl)phenyl)-2-methylpropanamide N1CC(C1)C#CC=1C=NN(C1)C(C(=O)NC1=C(C=C(C=C1)C(F)(F)F)C#C)(C)C